4-(2-(7,8-dimethyl-[1,2,4]triazolo[1,5-a]pyridin-6-yl)-3-isopropyl-1H-indol-5-yl)piperidin-1-ium chloride [Cl-].CC1=C(C=2N(C=C1C=1NC3=CC=C(C=C3C1C(C)C)C1CC[NH2+]CC1)N=CN2)C